tolyltrimethyliodonium tetrakis(pentafluorophenyl)borate FC1=C(C(=C(C(=C1[B-](C1=C(C(=C(C(=C1F)F)F)F)F)(C1=C(C(=C(C(=C1F)F)F)F)F)C1=C(C(=C(C(=C1F)F)F)F)F)F)F)F)F.C1(=C(C=CC=C1)[I+](C)(C)C)C